2-(trifluoromethyl)phenylisothiocyanic acid FC(C1=C(C=CC=C1)N=C=S)(F)F